S(=O)(=O)(C1=CC=C(C)C=C1)N1N=C(C=C1)C1=C(N)C=CC=C1 2-(1-tosyl-1H-pyrazol-3-yl)aniline